2-[2-Methyl-8-(trifluoromethyl)imidazo[1,2-b]pyridazin-6-yl]-6-(4-piperidyl)-3H-thieno[2,3-d]pyrimidin-4-one CC=1N=C2N(N=C(C=C2C(F)(F)F)C=2NC(C3=C(N2)SC(=C3)C3CCNCC3)=O)C1